C(C=C)C1CCN(CC1)C1=CC(=C(C(=O)OC)C=C1N)Br methyl 4-(4-allylpiperidin-1-yl)-5-amino-2-bromobenzoate